NC1C(C(OC(C1)OC)C)=O 4-amino-6-methoxy-2-methyl-tetrahydropyran-3-one